(S)-2-(2-(3-(2-ethoxypropan-2-yl)-1-(2-(6-methylpyridin-3-yl)propan-2-yl)pyrrolidin-3-yl)ethyl)oxazole C(C)OC(C)(C)[C@@]1(CN(CC1)C(C)(C)C=1C=NC(=CC1)C)CCC=1OC=CN1